Ethyl 6-fluoro-8-(5-(((5-fluoro-2,3-dihydrobenzofuran-4-yl)methyl)amino)-[1,2,4]triazolo[4,3-c]pyrimidin-8-yl)imidazo[1,2-a]pyridine-3-carboxylate FC=1C=C(C=2N(C1)C(=CN2)C(=O)OCC)C=2C=1N(C(=NC2)NCC2=C(C=CC3=C2CCO3)F)C=NN1